2-((8-(2-chloro-4-(3-(pyrrolidin-1-yl)propoxy)phenyl)-6-(1-methylcyclopropoxy)-9H-purin-9-yl)methyl)-5-methylthiazole ClC1=C(C=CC(=C1)OCCCN1CCCC1)C=1N(C2=NC=NC(=C2N1)OC1(CC1)C)CC=1SC(=CN1)C